1-(2-iodophenyl)-1H-pyrrole IC1=C(C=CC=C1)N1C=CC=C1